O=C1NC(CCC1C1=CC=C(C=C1)N1C2CN(C(C1)C2)CCCC(=O)O)=O 4-(5-(4-(2,6-dioxopiperidin-3-yl)phenyl)-2,5-diazabicyclo[2.2.1]heptan-2-yl)butanoic acid